C12N(CC(C1)C2)C=2C=1N(C=NC2C=2C=NN(C2)C(C)OCC)N=C(N1)NC1C(CC1)F 8-(2-azabicyclo[2.1.1]hexan-2-yl)-7-(1-(1-ethoxyethyl)-1H-pyrazol-4-yl)-N-(2-fluorocyclobutyl)-[1,2,4]triazolo[1,5-c]pyrimidin-2-amine